C(#N)C1=CC(=C(C=C1)NS(=O)(=O)C=1C=C(NC1)C=1C(=C(SC1)C(=O)[O-])F)F 4-(4-(N-(4-cyano-2-fluorophenyl) sulfamoyl)-1H-pyrrol-2-yl)-3-fluorothiophene-2-carboxylate